magnesium Indium [In].[Mg]